COC1(CN(C1)C)COC1=NOC(=C1C1=CC=2N(C=C1)N=C(C2)NC(=O)C2CC2)C N-[5-[3-[(3-methoxy-1-methyl-azetidin-3-yl)methoxy]-5-methyl-isoxazol-4-yl]pyrazolo[1,5-a]pyridin-2-yl]cyclopropanecarboxamide